CC1=C(C=C(C(=C1)OC)C)B(O)O 2,5-DIMETHYL-4-METHOXYPHENYLBORONIC ACID